C1(=CC=CC2=CC=CC=C12)C(=O)[O-].[Sn+2].C1(=CC=CC2=CC=CC=C12)C(=O)[O-] stannous naphthoate